tert-butyl (6aR)-3,4-dichloro-1-(3-hydroxy-2,2-dimethylpyrrolidin-1-yl)-12-oxo-6a,7,9,10-tetrahydro-12H-pyrazino[2,1-c]pyrido[3,4-f][1,4]oxazepine-8(6H)-carboxylate ClC1=C(C2=C(C(N3[C@@H](CO2)CN(CC3)C(=O)OC(C)(C)C)=O)C(=N1)N1C(C(CC1)O)(C)C)Cl